5-Cyano-3-methyl-N-(3-(2-methyloxazol-5-yl)-1H-indazol-5-yl)picolinamide C(#N)C=1C=C(C(=NC1)C(=O)NC=1C=C2C(=NNC2=CC1)C1=CN=C(O1)C)C